7-((((benzyloxy)carbonyl)amino)methyl)-7-(4-fluorophenyl)-3-azabicyclo[4.1.0]heptan-3-ium chloride [Cl-].C(C1=CC=CC=C1)OC(=O)NCC1(C2CC[NH2+]CC12)C1=CC=C(C=C1)F